(E)-6-chloro-N-((dimethylamino)methylene)-3-methylpyridinecarboxamide ClC1=CC=C(C(=N1)C(=O)/N=C/N(C)C)C